1-isopropyl-3-((4-m-toluidino-3-pyridyl)sulfonyl)urea C(C)(C)NC(=O)NS(=O)(=O)C=1C=NC=CC1NC=1C=C(C=CC1)C